ClC1=CC=NC2=CC(=CC=C12)C1=NC=CC=C1 4-chloro-7-(2-pyridinyl)quinoline